(R)-2-(2-methyl-pyridin-4-yl)morpholine CC1=NC=CC(=C1)[C@@H]1CNCCO1